CN(CCNC1(COC1)CCO)C 2-(3-((2-(dimethylamino)ethyl)amino)oxetan-3-yl)ethan-1-ol